CC(CC)CCCCCCCCCCCC(CC(CCCCCCCCCCCCCCCCCCCC)C)C 3,15,17-trimethylheptatriacontane